(5ar,6s,7s,8r,8as)-7-((diethylamino)methyl)-1,3-dimethoxy-5a-(4-(oxetan-3-yl)phenyl)-6-phenyl-5a,6,7,8-tetrahydro-8aH-cyclopenta[4,5]furo[3,2-c]pyridine-8,8a-diol C(C)N(CC)C[C@@H]1[C@H]([C@]2([C@](C=3C(=NC(=CC3O2)OC)OC)([C@@H]1O)O)C1=CC=C(C=C1)C1COC1)C1=CC=CC=C1